(2S,2'S,3S,3'S)-3,3'-Di-tert-butyl-4,4'-dimethoxy-2,2',3,3'-tetrahydro-2,2'-bibenzo[d][1,3]oxaphosphole C(C)(C)(C)[P@@]1[C@H](OC2=C1C(=CC=C2)OC)[C@H]2OC1=C([P@@]2C(C)(C)C)C(=CC=C1)OC